C[C@@H]1[C@H](O1)C(=O)N[C@@H]1C[C@@H](CC1)OC=1C=2N(C=C(N1)C=1C=NN(C1)C)N=CC2 |&1:1,2| (2S,3R) and (2R,3S)-3-methyl-N-((1S,3R)-3-((6-(1-methyl-1H-pyrazol-4-yl)pyrazolo[1,5-a]pyrazin-4-yl)oxy)cyclopentyl)oxirane-2-carboxamide